N[C@H]1C(N(CC1)C)=O (R)-3-amino-1-methylpyrrolidin-2-one